trans-2-fluoro-N-methoxy-N-methyl-cyclopropanecarboxamide F[C@H]1[C@@H](C1)C(=O)N(C)OC